4-(pyridin-4-yl)benzonitrile N1=CC=C(C=C1)C1=CC=C(C#N)C=C1